N-acetyl-2,4-diaminobutyrate C(C)(=O)NC(C(=O)[O-])CCN